BrC(N1N=C(C(=C1)C(=O)OCC)C1CC1)(F)F ethyl 1-[bromo(difluoro)methyl]-3-cyclopropyl-1H-pyrazole-4-carboxylate